1-((2r,4s)-4-(4-amino-3-((5,7-difluoro-2-methyl-1H-benzo[d]imidazol-6-yl)ethynyl)-1H-pyrazolo[4,3-c]pyridin-1-yl)-2-(methoxymethyl)pyrrolidin-1-yl)prop-2-en-1-one NC1=NC=CC2=C1C(=NN2[C@H]2C[C@@H](N(C2)C(C=C)=O)COC)C#CC=2C(=CC1=C(NC(=N1)C)C2F)F